C1(CC1)N1C(C(=CC(=C1)CN1CCCCC1)C(=O)NC1=CC(=CC=C1)C1(COC1)CC1=NN=CN1C)=O 1-Cyclopropyl-N-(3-(3-((4-methyl-4H-1,2,4-triazol-3-yl)methyl)oxetan-3-yl)phenyl)-2-oxo-5-(piperidin-1-ylmethyl)-1,2-dihydropyridine-3-carboxamide